C(C)(=O)N1CCC(CC1)N(C(OC(C)(C)C)=O)CC=1C(=NC(=CC1)C1=C(C(=CC=C1)C1=C(C(=NC=C1)C=1C=C(C=2N(C1)C=C(N2)CO)OC)Cl)Cl)OC tert-butyl (1-acetylpiperidin-4-yl)((6-(2-chloro-3-(3-chloro-2-(2-(hydroxymethyl)-8-methoxyimidazo[1,2-a]pyridin-6-yl)pyridin-4-yl)phenyl)-2-methoxypyridin-3-yl)methyl)carbamate